4-[5-(aminomethyl)pyrimidin-2-yl]-3-(6-pyrrolidin-1-ylpyridin-3-yl)oxybenzonitrile NCC=1C=NC(=NC1)C1=C(C=C(C#N)C=C1)OC=1C=NC(=CC1)N1CCCC1